ClC1=NC=C(C(=N1)NC=1N=CC=2CCC3=C(C2C1F)NC1=C3C(NCC1C)=O)COC(F)F 2-((2-chloro-5-((difluoromethoxy)methyl)pyrimidin-4-yl)amino)-1-fluoro-10-methyl-5,6,8,9,10,11-hexahydro-7H-pyrido[3',4':4,5]pyrrolo[2,3-f]isoquinolin-7-one